((4-(aminomethyl) phenyl) (imino) methyl) carbamate trifluoroacetate FC(C(=O)O)(F)F.C(N)(OC(=N)C1=CC=C(C=C1)CN)=O